6-chloro-2-((3-methoxybenzyl)sulfinyl)benzo[d]oxazole ClC1=CC2=C(N=C(O2)S(=O)CC2=CC(=CC=C2)OC)C=C1